4,6-dichloro-2-(2-chloro-4-(ethylsulfonyl)benzyl)-5-(2-(difluoromethoxy)phenyl)-1H-benzo[d]imidazole ClC1=C(C(=CC=2NC(=NC21)CC2=C(C=C(C=C2)S(=O)(=O)CC)Cl)Cl)C2=C(C=CC=C2)OC(F)F